C(C1=CC=CC=C1)OC(C(C(=O)OCC1=CC=CC=C1)=CC1=CC=C(C=C1)C)=O 2-(4-Methylbenzylidene)-malonic acid dibenzyl ester